4-(((7-bromo-8-fluoro-2-(((2R,7aS)-2-fluorotetrahydro-1H-pyrrolizin-7a(5H)-yl)methoxy)-6-methylquinazolin-4-yl)amino)methyl)pyrrolidin-2-one BrC1=C(C=C2C(=NC(=NC2=C1F)OC[C@]12CCCN2C[C@@H](C1)F)NCC1CC(NC1)=O)C